COC=1C(=NC=CC1)[C@H]1[C@H](O[C@]([C@H]1C)(C(F)(F)F)C)C(=O)NC1=CC(=NC=C1)C(=O)N (2S,3S,4S,5R)-4-[[3-(3-Methoxy-2-pyridyl)-4,5-dimethyl-5-(trifluoromethyl)tetrahydrofuran-2-carbonyl]amino]pyridin-2-carboxamid